C1(CC1)CN1C(=CC=2C1=NC(=CC2)[C@@H](C)NC(=O)N(C)C)C2=NC1=C(N2C)C=C(C(=C1)C(=O)N[C@H]1CNCC[C@@H]1F)F 2-(1-(cyclopropylmethyl)-6-((R)-1-(3,3-dimethylureido)ethyl)-1H-pyrrolo[2,3-b]pyridin-2-yl)-6-fluoro-N-((3S,4S)-4-fluoropiperidin-3-yl)-1-methyl-1H-benzo[d]imidazole-5-carboxamide